(S)-(3-((1-((tert-butyldimethylsilyl)oxy)propan-2-yl)oxy)-5-(trifluoromethoxy)phenyl)methanol [Si](C)(C)(C(C)(C)C)OC[C@H](C)OC=1C=C(C=C(C1)OC(F)(F)F)CO